(R)-4-(2,4-Difluorophenoxy)-N-(9-methyl-8-oxo-6,7,8,9-tetrahydro-5H-pyrido[2,3-b]azepin-7-yl)picolinamide FC1=C(OC2=CC(=NC=C2)C(=O)N[C@@H]2CCC3=C(N(C2=O)C)N=CC=C3)C=CC(=C1)F